C(C)(C)C1=C(C=C(C=C1)C)N1/C(/SCC1=O)=N/C(ON1C(CCC1=O)=O)=O 2,5-dioxopyrrolidin-1-yl (Z)-(3-(2-isopropyl-5-methylphenyl)-4-oxothiazolidin-2-ylidene)carbamate